2-(heptyloxy)benzyl bromide C(CCCCCC)OC1=C(CBr)C=CC=C1